ICCCC(CCCCC)I 1,4-diiodononane